ClC1=C(C=CC=C1)C1=CC=2C3(C4=CC=CC=C4OC2C=C1)C1=CC=CC=C1C=1C=CC=CC13 2'-(2-chlorophenyl)spiro[fluorene-9,9'-xanthene]